5-(4-fluorophenyl)-7-(1-((tetrahydro-2H-pyran-4-yl)methyl)piperidin-4-yl)-5H-pyrrolo[3,2-d]pyrimidine FC1=CC=C(C=C1)N1C=C(C=2N=CN=CC21)C2CCN(CC2)CC2CCOCC2